5-[1-[3-bromo-5-chloro-1-methyl-4-[1,2,2,2-tetrafluoro-1-(trifluoromethyl)ethyl]pyrrol-2-yl]pyrazol-4-yl]-2-chloro-N-(1-cyanocyclopropyl)benzamide BrC1=C(N(C(=C1C(C(F)(F)F)(C(F)(F)F)F)Cl)C)N1N=CC(=C1)C=1C=CC(=C(C(=O)NC2(CC2)C#N)C1)Cl